BrC1=CC(=C(C(=C1)F)CCNC1=CC(=NC=N1)C1=CC(=CS1)CC)F 5-{6-[2-(4-Bromo-2,6-difluoro-phenyl)-ethylamino]-pyrimidin-4-yl}-3-ethyl-thiophene